CC1=C(C=C(C=C1)NC(=O)N1C[C@@H](CC1)CC(F)(F)F)C1=CC(=NC(=C1)N1C(C2CC2C1)=O)N1CCOCC1 (3S)-N-(4-methyl-3-(2-morpholino-6-(2-oxo-3-azabicyclo[3.1.0]hexan-3-yl)pyridin-4-yl)phenyl)-3-(2,2,2-trifluoroethyl)pyrrolidine-1-carboxamide